2-(3-bromophenyl)-8-chloro-4-(trifluoromethyl)-1h,2h-pyrido[3,4-d]pyrimidine BrC=1C=C(C=CC1)C1N=C(C2=C(N1)C(=NC=C2)Cl)C(F)(F)F